3-(4-((4-(6-((6-acetyl-8-cyclopentyl-5-methyl-7-oxo-7,8-dihydropyrido[2,3-d]pyrimidin-2-yl)amino)pyridin-3-yl)piperazin-1-yl)methyl)phenyl)piperidine-2,6-dione C(C)(=O)C1=C(C2=C(N=C(N=C2)NC2=CC=C(C=N2)N2CCN(CC2)CC2=CC=C(C=C2)C2C(NC(CC2)=O)=O)N(C1=O)C1CCCC1)C